2-bromo-3-fluoro-5-(((2S,3S)-2-methyl-3-((methylsulfonyl)methyl)azetidin-1-yl)methyl)pyridine BrC1=NC=C(C=C1F)CN1[C@H]([C@H](C1)CS(=O)(=O)C)C